BrC1=CC=C(C=C1)[Si](C1=CC=CC=C1)(C1=CC=CC=C1)C1=CC=CC=C1 1-bromo-4-(triphenylsilyl)benzene